3-(4-methylbenzylamino)-1,3-thiazolidine-2,4-dione CC1=CC=C(CNN2C(SCC2=O)=O)C=C1